C(CCC)S Butanethiol